C(C(C)C)[C@@H]1C(N2C(N(O1)C(CN1CCN(CC1)C1=NC=CC=N1)=O)CN(C([C@@H]2CC(C)C)=O)CCC(=O)N)=O 3-((3R,6S)-3,6-diisobutyl-4,7-dioxo-1-(2-(4-(pyrimidin-2-yl)piperazin-1-yl)acetyl)hexahydropyrazino[2,1-c][1,2,4]oxadiazin-8(1H)-yl)propanamide